3,5,7-trihydroxy-2-(4-methoxyphenyl)-8-(3-methylbut-2-enyl)chromen-4-one OC1=C(OC2=C(C(=CC(=C2C1=O)O)O)CC=C(C)C)C1=CC=C(C=C1)OC